N=1N(N=CC1)C=1C=CC=NC1 5-(2H-1,2,3-triazol-2-yl)pyridin